Cl.ClC=1C=C(C=CC1)N1N=C(C2=C1C(N(CC2)C2=CC(=C1CCNCC1=C2)COC)=O)C(=O)NCC2CC2 1-(3-Chlorophenyl)-N-(cyclopropylmethyl)-6-[5-(methoxymethyl)-1,2,3,4-tetrahydroisoquinolin-7-yl]-7-oxo-4,5-dihydropyrazolo[3,4-c]pyridine-3-carboxamide hydrochloride